((S)-9-fluoro-5H-imidazo[5,1-a]isoindol-5-yl)tetrahydro-2H-pyran-3-ol FC=1C=CC=C2[C@H](N3C(C12)=CN=C3)C3OCCCC3O